5-methyltryptamine CC1=CC=C2NC=C(CCN)C2=C1